(S)-2-((4-(6-((7-fluoroBenzofuran-6-yl)methoxy)pyridin-2-yl)piperidin-1-yl)methyl)-1-(oxetan-2-ylmethyl)-1H-benzo[d]Imidazole-6-carboxylic acid FC1=C(C=CC=2C=COC21)COC2=CC=CC(=N2)C2CCN(CC2)CC2=NC1=C(N2C[C@H]2OCC2)C=C(C=C1)C(=O)O